6-(6-Chloropyridin-3-yl)hexahydropyrrolo[1,2-a]pyrazin-3(4H)-one ClC1=CC=C(C=N1)C1CCC2N1CC(NC2)=O